2-(4-((1S,3R)-6-(1-ethyl-1H-pyrazol-4-yl)-3-methyl-2-(2,2,2-trifluoroethyl)-1,2,3,4-tetrahydroisoquinolin-1-yl)-3,5-difluorophenoxy)ethane-1-amine C(C)N1N=CC(=C1)C=1C=C2C[C@H](N([C@@H](C2=CC1)C1=C(C=C(OCCN)C=C1F)F)CC(F)(F)F)C